ClC=1C(=NC(=NC1)N1C[C@H](N(CC1)C)C)N1C[C@H](CC1)C(=O)NC(C)(C)C1=CN=C2N1C=CC=C2 (3S)-1-{5-chloro-2-[(3R)-3,4-dimethylpiperazin-1-yl]pyrimidin-4-yl}-N-(2-{imidazo[1,2-a]pyridin-3-yl}propan-2-yl)pyrrolidine-3-carboxamide